methyl (3-((1-((2,2-diethoxyethyl)(2-methylbutyl)amino)-4-methyl-1-oxopentan-2-yl)amino)-3-oxopropyl)carbamate C(C)OC(CN(C(C(CC(C)C)NC(CCNC(OC)=O)=O)=O)CC(CC)C)OCC